1-(tert-Butyl) 2-methyl (2R,5R)-5-propylpyrrolidine-1,2-dicarboxylate C(CC)[C@@H]1CC[C@@H](N1C(=O)OC(C)(C)C)C(=O)OC